OCCOC1=C(C(=O)N)C=C(C=C1)CN1OCCCC1=O (2-hydroxyethoxy)-5-((3-oxo-1,2-oxazinan-2-yl)methyl)benzamide